2-(5-(cyclopropylmethyl)-3-(3,5-dichlorophenyl)-4-(3-fluoro-4-sulfamoylbenzyl)-1H-pyrazol-1-yl)thiazole-4-carboxylic acid C1(CC1)CC1=C(C(=NN1C=1SC=C(N1)C(=O)O)C1=CC(=CC(=C1)Cl)Cl)CC1=CC(=C(C=C1)S(N)(=O)=O)F